sodium tetrapropoxyborate C(CC)O[B-](OCCC)(OCCC)OCCC.[Na+]